2,7-naphthyridine-2-carboxylate C1N(C=CC2=CC=NC=C12)C(=O)[O-]